4-[bis(2-methoxyethyl)amino]-N-(2,3-dihydro-1,4-benzoxazin-4-yl)-8-(2,3,5-trifluorophenyl)quinoline COCCN(C1=CCN(C2=C(C=CC=C12)C1=C(C(=CC(=C1)F)F)F)N1CCOC2=C1C=CC=C2)CCOC